5'-hydroxy-2-methyl-1'-(tetrahydro-2H-pyran-2-yl)spiro[cyclopropane-1,3'-indoline] OC=1C=C2C3(CN(C2=CC1)C1OCCCC1)C(C3)C